N-Benzyl-N-(3-((dimethylamino)methyl)-4-hydroxy-4-(3-methoxyphenyl)cyclohexyl)benzenesulfonamide hydrochloride Cl.C(C1=CC=CC=C1)N(S(=O)(=O)C1=CC=CC=C1)C1CC(C(CC1)(C1=CC(=CC=C1)OC)O)CN(C)C